butyl-4,4-di-(tert-butylperoxy)valerate C(CCC)OC(CCC(C)(OOC(C)(C)C)OOC(C)(C)C)=O